5-chloro-3-methyl-1,2-phenylenediamine ClC=1C=C(C(=C(C1)N)N)C